Butyl-1-tert-butyl-5-ethyl-4-hydroxy-pyrazol C(CCC)C1=NN(C(=C1O)CC)C(C)(C)C